C(C)OC1=CC=C(C=C1)C(C)=O 4'-ethoxyacetophenone